sodium dihydroxymethylsilicate OC(O)O[Si]([O-])([O-])[O-].[Na+].[Na+].[Na+]